BrCCCCCN1C(=O)C(=O)C2=CC(=CC=C12)OC N-(5-bromopentyl)-5-methoxyisatin